N-[6-[4-[acetyl(cyclopropylmethyl)amino]-3-chloro-phenyl]-3-pyridyl]-2-(3-pyridyl)acetamide C(C)(=O)N(C1=C(C=C(C=C1)C1=CC=C(C=N1)NC(CC=1C=NC=CC1)=O)Cl)CC1CC1